5-Amino-8-furan-2-yl-3-{2-[4-(4-methoxy-phenyl)-[1,2,3]triazol-1-yl]-ethyl}-1-methyl-1,3-dihydro-[1,2,4]triazolo[5,1-i]purin-2-one NC=1N2C(C=3N(C(N(C3N1)CCN1N=NC(=C1)C1=CC=C(C=C1)OC)=O)C)=NC(=N2)C=2OC=CC2